C(C1=CC=CC=C1)N1CC2CNCCC2C1 2-benzyl-1,3,3a,4,5,6,7,7a-octahydropyrrolo[3,4-c]pyridine